N1(C(C(C(C(=C1)[2H])([2H])[2H])([2H])[2H])([2H])[2H])[2H] pyridine-d8